CC1SCCN1 2-Methyl-Thiazolidin